pyridin-2(1H)-On N1C(C=CC=C1)=O